(±)-trans-N-(8-amino-6-chloro-2,7-naphthyridin-3-yl)-2-(3-pyridyl)cyclopropanecarboxamide NC=1N=C(C=C2C=C(N=CC12)NC(=O)[C@H]1[C@@H](C1)C=1C=NC=CC1)Cl |r|